2-[(4-fluorophenoxy)methyl]-6-(2-fluoro-4-pyridyl)imidazo[1,2-a]pyrimidine FC1=CC=C(OCC=2N=C3N(C=C(C=N3)C3=CC(=NC=C3)F)C2)C=C1